1-CYCLOPROPYL-7-FLUORO-8-METHYL-4-OXO-1,4-DIHYDROQUINOLINE-3-CARBALDEHYDE C1(CC1)N1C=C(C(C2=CC=C(C(=C12)C)F)=O)C=O